4-(3-pyridylsulfonimidoyl)benzoic Acid N1=CC(=CC=C1)S(=O)(=N)C1=CC=C(C(=O)O)C=C1